(±)-Tert-butyl (1-(6-(2-((1-(cyclopropylsulfonyl)piperidin-4-yl)amino)-5-fluoropyrimidin-4-yl)-8-fluoroquinolin-4-yl)ethyl)carbamate C1(CC1)S(=O)(=O)N1CCC(CC1)NC1=NC=C(C(=N1)C=1C=C2C(=CC=NC2=C(C1)F)[C@@H](C)NC(OC(C)(C)C)=O)F |r|